ClC=1C(=C(C(=C(C1CC)NC(C)=O)C)NC(C)=O)CC N,N'-(5-chloro-4,6-diethyl-2-methyl-1,3-phenylene)diacetamide